O[C@]1([C@@H](CCC1)N1C(C(=CC2=C1N=C(N=C2)NC2=CC=C(C=C2)S(=O)(=O)NC)C#C[Si](C)(C)C)=O)C 4-((8-((1R,2R)-2-hydroxy-2-methylcyclopentyl)-7-oxo-6-((trimethylsilyl)ethynyl)-7,8-dihydropyrido[2,3-d]pyrimidin-2-yl)amino)-N-methylbenzenesulfonamide